(E)-1-(4-(2,2-difluorobenzo[d][1,3]dioxole-5-carbonyl)piperazin-1-yl)-3-(4-fluorophenyl)prop-2-en-1-one FC1(OC2=C(O1)C=CC(=C2)C(=O)N2CCN(CC2)C(\C=C\C2=CC=C(C=C2)F)=O)F